CC(C)([Si](OCCOCCOCCS(=O)(=O)Cl)(C1=CC=CC=C1)C1=CC=CC=C1)C 2,2-Dimethyl-3,3-diphenyl-4,7,10-trioxa-3-siladodecane-12-sulfonyl Chloride